COC1=CC=C(C=C1)C(OC[C@]12O[C@H]([C@H](N(C1)C1=NC=CC=N1)[C@@H]2O)N2C(N=C(C(=C2)C)NC(C2=CC=CC=C2)=O)=O)(C2=CC=CC=C2)C2=CC=C(C=C2)OC N-[1-[(1R,3R,4R,7S)-1-[[bis(4-methoxyphenyl)-phenylmethoxy]methyl]-7-hydroxy-5-pyrimidin-2-yl-2-oxa-5-azabicyclo[2.2.1]heptan-3-yl]-5-methyl-2-oxo-pyrimidin-4-yl]benzamide